C(C)OC(=O)C1(CCC1)C(=O)OCC.N=1N=CN2C1C=CC(=C2)C2=C(N=C(C(=N2)C(=O)NCC2=C(C=CC=C2F)F)N)C=2OC=CN2 6-([1,2,4]triazolo[4,3-a]Pyridin-6-yl)-3-amino-N-(2,6-difluorobenzyl)-5-(Oxazol-2-yl)pyrazine-2-carboxamide diethyl-cyclobutane-1,1-dicarboxylate